2-{4-fluoro-3-[(3-methoxy-1-methyl-1H-pyrazol-4-yl)amino]-1-methyl-1H-indazol-6-yl}propan-2-ol FC1=C2C(=NN(C2=CC(=C1)C(C)(C)O)C)NC=1C(=NN(C1)C)OC